C(C=C)(=O)N1[C@@H](C[C@@H](C1)C#N)COC=1C(=NC=NC1N)C=1C(=C(C=C(C1)F)NC(C1=C(C=C(C=C1)C1CC1)F)=O)C N-(3-(5-(((2S,4S)-1-propenoyl-4-cyanopyrrolidin-2-yl)methoxy)-6-aminopyrimidin-4-yl)-5-fluoro-2-methylphenyl)-4-cyclopropyl-2-fluorobenzamide